C12CN(CC2NC1)C(C(C)(C)C=1C=C2C(=C(NC2=CC1)C1=CC(=NC=C1)C)C(C)C)=O 1-(3,6-diazabicyclo[3.2.0]hept-3-yl)-2-(3-isopropyl-2-(2-methylpyridin-4-yl)-1H-indol-5-yl)-2-methylpropan-1-one